C(C)(C)(C)C1=NOC(=N1)C(=O)N[C@H](C)C1=C(C=C(C=C1)C1=CC(=NC=N1)NC1=CC=C(N=N1)N1CCN(CC1)C(=O)OC(C)(C)C)C tert-butyl (R)-4-(6-((6-(4-(1-(3-(tert-butyl)-1,2,4-oxadiazole-5-carboxamido)ethyl)-3-methylphenyl)pyrimidin-4-yl)amino)pyridazin-3-yl)piperazine-1-carboxylate